FC=1C=C(C(=O)OCCN2CCC2)C=C(C1)NC(CN1N=C(C(=C1)C1=CC=NC2=CC=CC=C12)C1=NC(=CC=C1)C)=O 2-(azetidin-1-yl)ethyl 3-fluoro-5-(2-(3-(6-methylpyridin-2-yl)-4-(quinolin-4-yl)-1H-pyrazol-1-yl)acetamido)benzoate